3-(2-(6-(benzofuran-5-yl)-1-oxoisoindolin-2-yl)butanamido)-5-fluoro-4-oxopentanoic acid O1C=CC2=C1C=CC(=C2)C2=CC=C1CN(C(C1=C2)=O)C(C(=O)NC(CC(=O)O)C(CF)=O)CC